F[C@@H]1[C@@H]2CCC[C@H](C[C@H]1C(=C)C1=CC=C(N=N1)C=1C(=CC(=NC1)N1C=NC=C1)O)N2 5-(6-(1-((1S,2S,3S,5R)-2-fluoro-9-azabicyclo[3.3.1]nonan-3-yl)vinyl)pyridazin-3-yl)-2-(1H-imidazol-1-yl)pyridin-4-ol